(S)-1-(tert-butoxycarbonyl)-6-oxopiperidine-3-carboxylic acid C(C)(C)(C)OC(=O)N1C[C@H](CCC1=O)C(=O)O